3-(3-iodopropyl)-2-(4-methoxyphenyl)benzo[d]thiazol-3-ium triflate [O-]S(=O)(=O)C(F)(F)F.ICCC[N+]1=C(SC2=C1C=CC=C2)C2=CC=C(C=C2)OC